N-(4-carbamimidoylbenzyl)-1-(2-(cyanomethyl)benzyl)-1H-pyrazole-4-carboxamide C(N)(=N)C1=CC=C(CNC(=O)C=2C=NN(C2)CC2=C(C=CC=C2)CC#N)C=C1